tetrazolium (Tetrazolat) N1N=NN=C1C(=O)[O-].[NH+]=1NN=NC1